N-(4-isopropylbenzyl)-2-methylundecan-1-imine oxide C(C)(C)C1=CC=C(C[N+](=CC(CCCCCCCCC)C)[O-])C=C1